BrC=1SC=2C(=NC(=CC2N1)C)C 2-bromo-4,6-dimethylthiazolo[5,4-c]pyridine